6-methoxy-2-((1-(methylsulfonyl)piperidin-4-yl)amino)-8-(pentan-3-yl)pterin COC=1N=C2C(NC(N=C2N(C1)C(CC)CC)(N)NC1CCN(CC1)S(=O)(=O)C)=O